6-aminonaphthalene-2-sulfonic acid NC=1C=C2C=CC(=CC2=CC1)S(=O)(=O)O